2-chloro-4-fluoro-N-(4-(N-(3-(trifluoromethyl)phenyl)sulfamoyl)phenyl)benzamide ethyl-5-bromo-1-methylpyrazole-3-carboxylate C(C)OC(=O)C1=NN(C(=C1)Br)C.ClC1=C(C(=O)NC2=CC=C(C=C2)S(NC2=CC(=CC=C2)C(F)(F)F)(=O)=O)C=CC(=C1)F